C(N)(=O)C=1C(=NN(C1)C1(CCN(CC1)CC1=CC(=C(C=C1)C1=CC=CC=C1)O)CC#N)NC(OC)=O Methyl (4-carbamoyl-1-(4-(cyanomethyl)-1-((2-hydroxy-[1,1'-biphenyl]-4-yl) Methyl)piperidin-4-yl)-1H-pyrazol-3-yl)carbamate